1,2-dimethyl-3-ethylimidazol CN1C(N(C=C1)CC)C